ClC=1C=C(C=CC1F)C(C=1NC(=C(N1)I)C)C1=CC(=C(C=C1)F)Cl 2-[bis(3-chloro-4-fluorophenyl)methyl]-4-iodo-5-methyl-1H-imidazole